4-(5,6-dimethoxybenzo[b]selenophen-2-yl)-N-hydroxy-2-methyl-4-oxo-butyramide COC1=CC2=C([Se]C(=C2)C(CC(C(=O)NO)C)=O)C=C1OC